O[C@@H]1CN(CCC1)C1=C2C(=NC=C1)N(N=C2CNC(C=C)=O)C2=CC=C(C=C2)OC(F)(F)F N-[[4-[(3S)-3-hydroxy-1-piperidinyl]-1-[4-(trifluoromethoxy)phenyl]pyrazolo[3,4-b]pyridin-3-yl]methyl]prop-2-enamide